4-[2-(2,4-difluorophenyl)-5-[(2R)-2-methylpiperazin-1-yl]-3H-imidazo[4,5-b]pyridin-3-yl]pyridazine FC1=C(C=CC(=C1)F)C1=NC=2C(=NC(=CC2)N2[C@@H](CNCC2)C)N1C1=CN=NC=C1